N-(2-ethylphenyl)phenylacetamide C(C)C1=C(C=CC=C1)NC(CC1=CC=CC=C1)=O